(S)-3-fluoro-N'-((1,2,3,5,6,7-hexahydro-s-indacen-4-yl)carbamoyl)-5-(2-hydroxy-propan-2-yl)thiophene-2-sulfonimidamide FC1=C(SC(=C1)C(C)(C)O)[S@](=O)(N)=NC(NC1=C2CCCC2=CC=2CCCC12)=O